[K+].[K+].[K+].C(CC(O)(C(=O)[O-])CC(=O)[O-])(=O)[O-] Citric acid, tripotassium salt